ClC1=CC(=C(C=C1)C1=NC(=CC=2N=C(N(C(C21)=O)C)C)C2CC(OCC2)C=2C=NN(C2)C)F 5-(4-chloro-2-fluorophenyl)-2,3-dimethyl-7-(2-(1-methyl-1H-pyrazol-4-yl)tetrahydro-2H-pyran-4-yl)pyrido[4,3-d]pyrimidin-4(3H)-one